N-((S)-2-(5-hydroxy-6-oxo-1,6-dihydropyrimidin-4-yl)-1-(4-((4-(((S)-2-(hydroxymethyl)piperazin-1-yl)methyl)phenyl)ethynyl)phenyl)ethyl)methanesulfonamide OC1=C(N=CNC1=O)C[C@@H](C1=CC=C(C=C1)C#CC1=CC=C(C=C1)CN1[C@@H](CNCC1)CO)NS(=O)(=O)C